Cl.NC1=CC=C(C=C1)C1C(C(C1)C1=CC=C(C=C1)N)(C(=O)O)C(=O)O 2,4-bis(4-aminophenyl)cyclobutanedicarboxylic acid hydrochloride